N1=CC=NC2=CC(=CC=C12)C1CC(=NN1CCCC(=O)O)C1=CC=C(C=C1)C1=CC=C(C=C1)SC(F)(F)F 4-(5-(quinoxalin-6-yl)-3-(4'-((trifluoromethyl)thio)-[1,1'-biphenyl]-4-yl)-4,5-dihydro-1H-pyrazol-1-yl)butanoic acid